C(CC)NC1=NC(=NC(=N1)NCCC)N(CC)OC(C)C N-(4,6-Bis-propylamino-[1,3,5]triazin-2-yl)-N-ethyl-O-isopropyl-hydroxyl-amine